OC1=CC=C2NC=C(CCN(C(C)C)CCC)C2=C1 5-hydroxy-N-propyl-N-isopropyltryptamine